CN1N=C(C=2C1=NC(=C(C2)C2=NOC=CC=N2)OCC2=CC(=CC=C2)C)C(F)(F)F 1-methyl-6-{[(3-methylphenyl)methyl]oxy}-5-(1,2,4-oxadiazepin-3-yl)-3-(trifluoromethyl)pyrazolo[3,4-b]pyridine